4-chloro-5-(cyclohexylethynyl)-1H-pyrrolo[2,3-b]pyridine ClC1=C2C(=NC=C1C#CC1CCCCC1)NC=C2